C[C@H]1CN(C[C@@H](N1)C)C=1C=CN2C=C(C=CC12)S(=O)(=O)N ((3S,5S)-3,5-dimethylpiperazin-1-yl)indolizine-6-sulfonamide